NC([C@H](C[C@H]1C(NCC1)=O)NC(=O)[C@@H]1[C@H]2C([C@H]2CN1C([C@@H](NC(C(F)(F)F)=O)C(C)(C)C)=O)(C)C)=O (1R,2S,5S)-N-{(2S)-1-amino-1-oxo-3-[(3S)-2-oxo-pyrrolidine-3-yl]propan-2-yl}-6,6-dimethyl-3-[3-methyl-N-(trifluoroacetyl)-L-valyl]-3-azabicyclo[3.1.0]hexane-2-carboxamide